C(C)C1=C(C=C(C=C1)/C=C/C(=O)C1=CC=C(C=C1)O)[N+](=O)[O-] (E)-3-(4-Ethyl-3-nitrophenyl)-1-(4-hydroxyphenyl)prop-2-en-1-one